N-(3-(2-(4-(2,3-dichlorophenyl)piperazine-1-yl)ethyl)cyclobutyl)-1H-indole-2-carboxamide ClC1=C(C=CC=C1Cl)N1CCN(CC1)CCC1CC(C1)NC(=O)C=1NC2=CC=CC=C2C1